2-methylquinoline-6-carboxylic acid CC1=NC2=CC=C(C=C2C=C1)C(=O)O